[14C]-valine N[14C@@H](C(C)C)C(=O)O